(3-acrylamido-5-(2-methoxyethoxy)phenyl)boronic acid C(C=C)(=O)NC=1C=C(C=C(C1)OCCOC)B(O)O